FC=1C(=NC(=CC1)F)C1=NN(C=C1NC(=O)C=1N=C(SC1)C=1C=NN(C1)C(CN(CC(=O)OC)C)=O)C1CCC(CC1)OCC methyl N-(2-(4-(4-((3-(3,6-difluoropyridin-2-yl)-1-((1r,4r)-4-ethoxycyclohexyl)-1H-pyrazol-4-yl)carbamoyl)thiazol-2-yl)-1H-pyrazol-1-yl)-2-oxoethyl)-N-methylglycinate